2-(1-methylethyl)-2-thiazoline CC(C)C=1SCCN1